(S)-2-(2,5-difluoro-4-(6-((3-fluoro-5-((2-methylthiazol-4-yl)ethynyl)pyridin-2-yl)methoxy)pyridin-2-yl)benzyl)-1-(oxetan-2-ylmethyl)-1H-benzo[d]imidazole-6-carboxylic acid FC1=C(CC2=NC3=C(N2C[C@H]2OCC2)C=C(C=C3)C(=O)O)C=C(C(=C1)C1=NC(=CC=C1)OCC1=NC=C(C=C1F)C#CC=1N=C(SC1)C)F